C(CCC)N1SC2=C(C1=O)C=CC=C2 2-Butyl-benzo[d]isothiazol-3-on